C(#N)CC1=C(C(=O)N)C=CC(=C1)C1=NC(=NC=C1F)NC=1C=NN(C1)CC#N (cyanomethyl)-4-(2-((1-(cyanomethyl)-1H-pyrazol-4-yl)amino)-5-fluoropyrimidin-4-yl)benzamide